SC(CCS)O 1,3-dimercapto-propanol